1-heptadecanoyl-2-(9Z,12Z-heptadecadienoyl)-glycero-3-phosphocholine CCCCCCCCCCCCCCCCC(=O)OC[C@H](COP(=O)([O-])OCC[N+](C)(C)C)OC(=O)CCCCCCC/C=C\C/C=C\CCCC